N-(gamma-dimethylaminopropyl)-gamma-aminopropyl-methyl-dimethoxysilane tert-butyl-(6-(2-(2-(2-iodoethoxy)ethoxy)ethoxy)hexyl)carbamate C(C)(C)(C)N(C(O)=O)CCCCCCOCCOCCOCCI.CN(CCCNCCC[Si](OC)(OC)C)C